ethyl 4-((2-(4-isobutylphenyl) propionyl) hydrazino)-2-(3,5-dimethylphenylamino)-6-methyl-furo[2,3-d]pyrimidine-5-carboxylate C(C(C)C)C1=CC=C(C=C1)C(C(=O)NNC=1C2=C(N=C(N1)NC1=CC(=CC(=C1)C)C)OC(=C2C(=O)OCC)C)C